(3S,6S,9S,12S,15S)-6-(aminomethyl)-9-cyclohexyl-16-hexyl-3-((S)-1-hydroxyethyl)-12-isobutyl-15-(2-methoxyethyl)-13-methyl-1,4,7,10,13,16-hexaazacyclooctadecane-2,5,8,11,14-pentaone NC[C@H]1C(N[C@H](C(NCCN([C@H](C(N([C@H](C(N[C@H](C(N1)=O)C1CCCCC1)=O)CC(C)C)C)=O)CCOC)CCCCCC)=O)[C@H](C)O)=O